(1S,2S)-2-fluoro-N-(5-(6-methoxy-[1,2,4]triazolo[1,5-a]pyridin-2-yl)-8-((methyl-d3)amino)-2,7-naphthyridin-3-yl)cyclopropane-1-carboxamide F[C@@H]1[C@@H](C1)C(=O)NC=1N=CC2=C(N=CC(=C2C1)C1=NN2C(C=CC(=C2)OC)=N1)NC([2H])([2H])[2H]